Cl.COC1=CC=2C3=CC=CC(=C3C(NC2C(=C1)C)=O)OC 2,7-dimethoxy-4-methyl-6(5H)-phenanthridinone hydrochloride